[Si](C)(C)(C(C)(C)C)OCC=1C(=C(C=CC1)C=1C(=C(CN(C1)C)I)OC)OC1=C(C=C(C=C1)F)F 5-(((tert-butyldimethylsilyloxy)methyl)-2-(2,4-difluorophenoxy)phenyl)-3-iodo-4-methoxy-1-methylpyridin